N-methyl-N-(6-(methyl(piperidin-4-yl)amino)pyridazin-3-yl)-6-oxo-1,6-dihydropyridine-3-carboxamide CN(C(=O)C1=CNC(C=C1)=O)C=1N=NC(=CC1)N(C1CCNCC1)C